ethyl 4-(3-((tert-butyl dimethylsilyl)oxy)-1-(pyridin-2-yl)prop-1-en-1-yl)-6-methyl-7-oxo-1-tosyl-6,7-dihydro-1H-pyrrolo[2,3-c]pyridin-2-carboxylate [Si](C)(C)(C(C)(C)C)OCC=C(C1=NC=CC=C1)C=1C2=C(C(N(C1)C)=O)N(C(=C2)C(=O)OCC)S(=O)(=O)C2=CC=C(C)C=C2